(Z)-3-Benzyl-5-(4-methylbenzylidene)oxazolidine-2,4-dione C(C1=CC=CC=C1)N1C(O\C(\C1=O)=C/C1=CC=C(C=C1)C)=O